chloro(butenyl)(2-dicyclohexylphosphino-2',6'-dimethoxybiphenyl) palladium (II) [Pd+2].ClC1=C(C(=C(C=C1)C1=C(C=CC=C1OC)OC)P(C1CCCCC1)C1CCCCC1)C=CCC